1-(2-Chloropyrimidin-5-yl)-4,4-dimethyl-2-(1H-1,2,4-triazol-1-yl)pentan-3-ol ClC1=NC=C(C=N1)CC(C(C(C)(C)C)O)N1N=CN=C1